C(C)(C)(C)C=1C=2N(N=CC1C(=O)OCC)C(=C(N2)C)C2=CC(=CC(=C2)Cl)Cl ethyl 8-tert-butyl-3-(3,5-dichlorophenyl)-2-methylimidazo[1,2-b]pyridazine-7-carboxylate